N-(3,5-dichloro-4-(2,6-dioxopiperidin-3-yl)benzyl)-2-(isoxazol-5-yl)-2-methylpropanamide ClC=1C=C(CNC(C(C)(C)C2=CC=NO2)=O)C=C(C1C1C(NC(CC1)=O)=O)Cl